(R)-1-(3-chlorophenyl)ethyl isocyanate ClC=1C=C(C=CC1)[C@@H](C)N=C=O